4-(4-bromophenyl)-2-(((E)-(9-methyl-β-carbolin-3-yl)methylene)hydrazino)-2,3-dihydrothiazole BrC1=CC=C(C=C1)C=1NC(SC1)N/N=C/C=1N=CC=2N(C3=CC=CC=C3C2C1)C